FC(C(=O)O)(F)F.C1(CC1)C1=C(C(=NO1)C1=C(C=CC=C1Cl)Cl)COC1C2C(NC(C1)C2)CC 5-[[5-cyclopropyl-3-(2,6-dichlorophenyl)-1,2-oxazol-4-yl]methoxy]-3-ethyl-2-azabicyclo[2.2.1]heptane trifluoroacetic acid salt